2,3-Dimethyl-2,5,6,7-tetrahydro-4H-pyrazolo[4,3-c]pyridin-4-one CN1N=C2C(C(NCC2)=O)=C1C